2-N-methylpyridin-2,5-dicarboxamide CNC(=O)C1=NC=C(C=C1)C(=O)N